7-(6-fluoropyridin-3-yl)pyrazolo[1,5-a]pyridine-3-carbonitrile FC1=CC=C(C=N1)C1=CC=CC=2N1N=CC2C#N